4-[(4-methoxyphenyl)sulfanyl]-2-[(3R)-3-methylmorpholin-4-yl]-8-(1H-pyrazol-5-yl)-1,7-naphthyridine COC1=CC=C(C=C1)SC1=CC(=NC2=C(N=CC=C12)C1=CC=NN1)N1[C@@H](COCC1)C